C(C1=CC=CC=C1)OC(=O)N[C@H](C(=O)O)COCCC(C)C (2S)-2-(benzyloxycarbonylamino)-3-isopentyloxy-propionic acid